5-((5-(2-aminopyridin-3-yl)isoxazol-3-yl)methyl)-N-(4-fluorobenzyl)pyridin-2-amine NC1=NC=CC=C1C1=CC(=NO1)CC=1C=CC(=NC1)NCC1=CC=C(C=C1)F